(3,5-difluoro-4-hydroxyphenyl)boronic acid FC=1C=C(C=C(C1O)F)B(O)O